N-(5-((6-((R)-3-(2,4-difluorophenyl)isoxazolidine-2-yl)pyrimidine-4-yl)amino)-2-(4-((R)-3-(dimethylamino)pyrrolidine-1-yl)piperidine-1-yl)-4-methoxyphenyl)acrylamide FC1=C(C=CC(=C1)F)[C@@H]1N(OCC1)C1=CC(=NC=N1)NC=1C(=CC(=C(C1)NC(C=C)=O)N1CCC(CC1)N1C[C@@H](CC1)N(C)C)OC